N-[5-tert-butyl-2-(2-pyridyl)pyrazol-3-yl]amine C(C)(C)(C)C=1C=C(N(N1)C1=NC=CC=C1)N